METHYLBUTYL BUTANOATE C(CCC)(=O)OC(CCC)C